3-chloropyridine Palladium dichloride [Pd](Cl)Cl.ClC=1C=NC=CC1